C(C)(=O)NC1=NC=CC=C1S(=O)(=O)NC(=O)C=1C(=NC(=CC1)C=1C=NC(=CC1)OC(C)C)N1C(C[C@@H](C1)C)(C)C N-[(2-Acetamido-3-pyridyl)sulfonyl]-6-(6-isopropoxy-3-pyridyl)-2-[(4S)-2,2,4-trimethylpyrrolidin-1-yl]pyridin-3-carboxamid